C(C1=CC=CC=C1)OC(=O)N[C@H](C(=O)OC(C)(C)C)[C@@H](CCCB1OC(C(O1)(C)C)(C)C)CNC([C@H](C(C)C)NC(=O)OC(C)(C)C)=O (2S,3S)-tert-butyl 2-(benzyloxycarbonylamino)-3-(((S)-2-(tert-butoxycarbonylamino)-3-methylbutanamido)methyl)-6-(4,4,5,5-tetramethyl-1,3,2-dioxaborolan-2-yl)hexanoate